C(CCC)C=1OC2=C(N1)C=CC(=C2)CCC(CNC(OC(C)(C)C)=O)=O tert-butyl (4-(2-butylbenzo[d]oxazol-6-yl)-2-oxobutyl)carbamate